(R)-5-ethyl-8,8-dimethyl-5-phenyl-5,8,9,10-tetrahydropyrido[2,3-b][1,6]naphthyridin-6(7H)-one C(C)[C@]1(C2=C(NC=3CC(NC(C13)=O)(C)C)N=CC=C2)C2=CC=CC=C2